NC1=NC(N(C=C1C)[C@@H]1O[C@]2(CN([C@@H]1[C@@H]2OCC2=CC=CC=C2)S(=O)(=O)C)COCC2=CC=CC=C2)=O 4-Amino-1-[(1R,3R,4R,7S)-7-benzyloxy-1-(benzyloxymethyl)-5-methylsulfonyl-2-oxa-5-azabicyclo[2.2.1]heptan-3-yl]-5-methyl-pyrimidin-2-one